OC1=C(C=C(C=C1)C1CC(NC=2N=CNC(C21)=O)=O)[N+](=O)[O-] 5-(4-hydroxy-3-nitrophenyl)-5,6-dihydropyrido[2,3-d]pyrimidine-4,7(3H,8H)-dione